O1CC(C1)C=CCCCCCCCCCCCCCCCCCCC(=O)O 21-(oxetan-3-yl)henicos-20-enoic acid